C(C)OC(=O)[C@@H]1O[C@]([C@H]([C@H]1C1=C(C(=C(C=C1)F)F)OS(=O)(=O)C(F)(F)F)C)(C(F)(F)F)C (2R,3S,4S,5R)-3-(3,4-difluoro-2-(((trifluoromethyl)sulfonyl)oxy)phenyl)-4,5-dimethyl-5-(trifluoromethyl)tetrahydrofuran-2-carboxylic acid ethyl ester